P(=O)(O)(O)OCCN ethanolamine O-phosphate